FC(OC=1C=CC(=C(C1)C=1C2=C(N(N1)C(C)C)C[C@@H](OC2)C(=O)NC2(CS(C2)(=O)=O)C)F)F (R)-3-(5-(difluoromethoxy)-2-fluorophenyl)-1-isopropyl-N-(3-methyl-1,1-dioxidothietan-3-yl)-1,4,6,7-tetrahydropyrano[4,3-c]pyrazole-6-carboxamide